FC1=C(C=CC(=C1)I)NC=1N(C(C(=CC1)C)=O)C 2-((2-fluoro-4-iodophenyl)amino)-1,5-dimethyl-6-oxo-1,6-dihydro-pyridine